cyclohexylethyldimethyl-ammonium hydroxide [OH-].C1(CCCCC1)CC[NH+](C)C